(1R-5S)-3-(3-methoxypyridin-4-yl)-8-azabicyclo[3.2.1]octane-8-carboxylic acid tert-butyl ester C(C)(C)(C)OC(=O)N1[C@H]2CC(C[C@@H]1CC2)C2=C(C=NC=C2)OC